N,N-Bis(2-hydroxyethyl)-N-2-propen-1-yl-2-propen-1-aminium hydroxide [OH-].OCC[N+](CC=C)(CC=C)CCO